C(C)NC(NC1=CC(=CN=N1)CN1CCN(CC1)C=1C=CC(=NC1)C(=O)NC)=O 5-(4-((6-(3-ethylureido)pyridazin-4-yl)methyl)piperazin-1-yl)-N-methylpicolinamide